4-(2-hydroxyethoxy)phenyl(2-hydroxy-2-propyl)ketone OCCOC1=CC=C(C=C1)CC(C)(O)C(=O)C(C)(CC1=CC=C(C=C1)OCCO)O